tert-butyl (2S)-2-(hydroxymethyl)-6-(methoxymethyl)-1,4-oxazepane-4-carboxylate OC[C@H]1OCC(CN(C1)C(=O)OC(C)(C)C)COC